tert-Butyl 2-{[2,3,5-trifluoro-6-(methylsulfanyl)pyridin-4-yl]amino}acetate FC1=NC(=C(C(=C1F)NCC(=O)OC(C)(C)C)F)SC